3H-pyrazolo[3,4-c][1,7]naphthyridine-8-carboxamide C1=NNC=2C=NC=3C=NC(=CC3C21)C(=O)N